trimethyl-(methoxymethyl)phosphinodifluoro-phosphoric acid CP(COC)(OP(=O)(F)F)(C)C